4-((5-cyclopentyl-1H-pyrazol-3-yl)amino)-1,1-dimethylfuro[3,4-c]pyridin-3(1H)-one C1(CCCC1)C1=CC(=NN1)NC1=NC=CC2=C1C(OC2(C)C)=O